3-((S)-2-cinnamamido-3-cyclopropylpropanamido)-2-oxo-4-((S)-2-oxopyrrolidin-3-yl)butanamide C(C=CC1=CC=CC=C1)(=O)N[C@H](C(=O)NC(C(C(=O)N)=O)C[C@H]1C(NCC1)=O)CC1CC1